(2R)-1-[(3,7-dimethyloctyl)oxy]-N,N-dimethyl-β-[(9Z,12Z)-octadeca-9,12-dien-1-yloxy]propan-2-amine CC(CCOC[C@](C)(N(C)C)OCCCCCCCC\C=C/C\C=C/CCCCC)CCCC(C)C